NC([C@@](CO)(C)NC(=O)C1=C(OC2=C1C=C(C=C2)CCN2CCCCC2)C)=O (S)-N-(1-amino-3-hydroxy-2-methyl-1-oxopropan-2-yl)-2-methyl-5-(2-(piperidin-1-yl)ethyl)benzofuran-3-carboxamide